methyl 6-[[4-chloro-6-(2,6-dimethylphenyl)-5-methyl-pyrimidin-2-yl]sulfamoyl]pyridine-2-carboxylate ClC1=NC(=NC(=C1C)C1=C(C=CC=C1C)C)NS(=O)(=O)C1=CC=CC(=N1)C(=O)OC